4-(2-acetamidoethyl)-6-cyclopropyloxyquinoline C(C)(=O)NCCC1=CC=NC2=CC=C(C=C12)OC1CC1